ClC=1C=CC=NC1OCC1(CC1)C(F)(F)F 5-chloro-6-((1-(trifluoromethyl)cyclopropyl)methoxy)pyridin